(1R)-3-(p-{2-[4-(Methylsulfonyl)-1-piperazinyl]ethoxy}phenyl)dispiro[cyclohexane-1,3'-[1,2,4]trioxolane-5',2''-tricyclo[3.3.1.13,7]decane] CS(=O)(=O)N1CCN(CC1)CCOC1=CC=C(C=C1)C1C[C@]2(OOC3(C4CC5CC(CC3C5)C4)O2)CCC1